Para-Cresyl Caprylate ((4-methylphenyl) octanoate) CC1=CC=C(C=C1)C(C(=O)O)CCCCCC.C(CCCCCCC)(=O)OC1=CC=C(C=C1)C